ClC=1C=C(C=C(C1)C)NC(OC1=CC=CC=C1)=O phenyl (3-chloro-5-methylphenyl)carbamate